3-(4-Methylsulfanyl-1-(4-(trifluoromethyl)phenyl)-1H-indazol-3-yl)azetidine-1-carboxylic acid tert-butyl ester C(C)(C)(C)OC(=O)N1CC(C1)C1=NN(C2=CC=CC(=C12)SC)C1=CC=C(C=C1)C(F)(F)F